(R)-N-((1S)-5,6-dichloro-8-ethoxy-9-(1-(tetrahydro-2H-pyran-2-yl)-1H-pyrazol-4-yl)-2,3-dihydro-1H-pyrrolo[1,2-a]indol-1-yl)-2-methylpropane-2-sulfinamide ClC1=C(C=C(C=2C(=C3N(C12)CC[C@@H]3N[S@](=O)C(C)(C)C)C=3C=NN(C3)C3OCCCC3)OCC)Cl